1,4-Dimethyl-3-[[2-methyl-6-(4-methylimidazol-1-yl)-3-pyridinyl]sulfonyl]indole CN1C=C(C2=C(C=CC=C12)C)S(=O)(=O)C=1C(=NC(=CC1)N1C=NC(=C1)C)C